C(CCCCCCCC)NC1CCN(CC1)C1=NC=NC2=CC=CC=C12 N-nonyl-1-(quinazoline-4-yl)piperidin-4-amine